tert-Butyl 5-[(O-[tert-butyl(diphenyl)silyl]-N-{[4,4-difluoro-1-(4-methoxyphenyl)cyclohexyl]carbonyl}-N-methyl-D-homoseryl)amino]-1H-pyrazolo[4,3-b]pyridine-1-carboxylate [Si](C1=CC=CC=C1)(C1=CC=CC=C1)(C(C)(C)C)OCC[C@@H](N(C)C(=O)C1(CCC(CC1)(F)F)C1=CC=C(C=C1)OC)C(=O)NC1=CC=C2C(=N1)C=NN2C(=O)OC(C)(C)C